ClC1=C(C(=C2C=NN(C2=C1)C1OCCCC1)B1OC(C(O1)(C)C)(C)C)C 6-chloro-5-methyl-1-tetrahydropyran-2-yl-4-(4,4,5,5-tetramethyl-1,3,2-dioxaborolan-2-yl)indazole